F[C@@H]1C[C@@]2(CCCN2C1)COC1=NC2=C(C(=CC=C2C(=N1)N1CCOCCC1)C1=CC(=CC2=CC=C(C(=C12)C#C)F)O)F 4-(2-{[(2R,7aS)-2-fluoro-hexahydro-1H-pyrrolizin-7a-yl]methoxy}-8-fluoro-4-(1,4-oxazepan-4-yl)quinazolin-7-yl)-5-ethynyl-6-fluoronaphthalen-2-ol